C(CCC)\N=C\1/CCC2=C(C=CC(=C12)S(=O)(=O)C)OC=1C=C(C#N)C=C(C1)F 3-[(E,Z)-1-butylimino-7-methylsulfonyl-indan-4-yl]oxy-5-fluoro-benzonitrile